6-cyano-4'-methoxy-[1,1'-biphenyl] C(#N)C1=CC=CC=C1C1=CC=C(C=C1)OC